(5-amino-7-methoxyimidazo[1,2-c]quinazolin-2-yl)((2R,6R)-2,6-dimethylmorpholino)methanone NC1=NC=2C(=CC=CC2C=2N1C=C(N2)C(=O)N2C[C@H](O[C@@H](C2)C)C)OC